CCC1=NC=CC(=C1)OC ethyl-4-methoxypyridine